rac-glycerol sodium [Na].OCC(O)CO